3,4-dihydro-4,4-dimethyl-2H-1-benzopyran-2-one CC1(CC(OC2=C1C=CC=C2)=O)C